FC1=C(C=CC=C1)C1=NC(=NO1)C=1C=C(C(=O)O)C=CC1 3-[5-(2-fluorophenyl)-1,2,4-oxadiazole-3-yl]benzoic acid